Bromomethyl-pyridine BrCC1=NC=CC=C1